COC1=C(C=CC=C1)C1=NNC2=NC(=CC=C21)NC(=O)C2CC2 N-[3-(2-methoxyphenyl)-1H-pyrazolo[3,4-b]pyridin-6-yl]cyclopropanecarboxamide